C1(CC1)CN1COC2=C(C1)C=1C(=C(OC1C=C2)C2=C(C=CC(=C2)C)OC)C(=O)OCC ethyl 2-(cyclopropylmethyl)-8-(2-methoxy-5-methylphenyl)-2,3-dihydro-1H-benzofuro[4,5-E][1,3]oxazine-9-carboxylate